CN(C(CC[C@@H](C(=O)O)N(C)C(=O)OCC1C2=CC=CC=C2C=2C=CC=CC12)=O)C (2S)-5-(dimethyl-amino)-2-[9H-fluoren-9-yl-methoxycarbonyl(methyl)amino]-5-oxopentanoic acid